3,3-dimethyl-2-oxo-1-phenethylindoline-6-carbonitrile CC1(C(N(C2=CC(=CC=C12)C#N)CCC1=CC=CC=C1)=O)C